ON[C@H](C(=O)O)CC1=CC=C(O)C(O)=C1 Hydroxy-Dopa